ClC=1C=C(C(=NC1)OC)S(=O)(=O)NC1=C(C(=C(C=C1)F)C#CC=1C=NC(=NC1)N[C@@H]1CC[C@H](CC1)O)F 5-Chloro-N-(2,4-difluoro-3-((2-((trans-4-hydroxycyclohexyl)amino)pyrimidin-5-yl)ethynyl)phenyl)-2-methoxypyridine-3-sulfonamide